C(CCCCCCCCCCCCCCCCC)(=O)OCCOC(CCCCCCCCCCCCCCCCC)=O Ethylene glycol bisstearate